methyl alpha-hydroxynonanoate OC(C(=O)OC)CCCCCCC